Tert-butyl 3-((4-sulfamoyl-2-((trifluoromethyl)sulfonyl)phenyl)amino)pyrrolidine-1-carboxylate S(N)(=O)(=O)C1=CC(=C(C=C1)NC1CN(CC1)C(=O)OC(C)(C)C)S(=O)(=O)C(F)(F)F